COCC(C)(OC)C1=C(OC2=NC=CC=C2NC(=O)NC2=CC=C(C=C2)OC(F)(F)F)C=CC=C1 1-(2-(2-(1,2-dimethoxypropan-2-yl)phenoxy)pyridin-3-yl)-3-(4-(trifluoromethoxy)phenyl)urea